CC(CCN=C(N)N)C(=O)C(=O)O The molecule is a 2-oxo monocarboxylic acid that is 2-oxopentanoic acid in which C-3 is methyl-substituted and C-5 is substituted by a carbamimidamido group. It contains a guanidino group. It derives from a valeric acid. It is a tautomer of a 5-guanidino-3-methyl-2-oxopentanoic acid zwitterion.